1-(4-vinyl-phenyl)methyl-3-propyl-imidazole chloride [Cl-].C(=C)C1=CC=C(C=C1)CN1CN(C=C1)CCC